CC(=O)OC(C)(C)CCC(=O)[C@@](C)([C@H]1[C@@H](C[C@@]2([C@@]1(CC(=O)[C@@]3([C@H]2CC=C4[C@H]3C=C(C(=O)C4(C)C)O)C)C)C)O)O The molecule is a 23,24-dihydrocucurbitacin in which a lanostane skeleton is multi-substituted with hydroxy, methyl and oxo substituents, with unsaturation at positions 1 and 5; a hydroxy function at C-25 is acetylated. It is a 23,24-dihydrocucurbitacin and a tertiary alpha-hydroxy ketone.